N-[(6-isopropyl-3-pyridyl)methyl]cyclopropanamine C(C)(C)C1=CC=C(C=N1)CNC1CC1